4-((2-(1-(3-fluoro-4-hydroxyphenyl)-1H-1,2,3-triazol-4-yl)quinolin-6-yl)oxy)butanoic acid ethyl ester C(C)OC(CCCOC=1C=C2C=CC(=NC2=CC1)C=1N=NN(C1)C1=CC(=C(C=C1)O)F)=O